C(C1=CC=CC=C1)OC(N[C@@H](C[C@H]1C(NCCC1)=O)C#N)=O.N1C(=NC2=C1C=CC=C2)C(N2C(C1=CC(=CC=C1C2)C2=CC=C(C=C2)C2CCN(CC2)C)=S)C2=C(C=CC(=C2)F)O 2-[1H-benzimidazol-2-yl-(5-fluoro-2-hydroxy-phenyl)methyl]-6-[4-(1-methyl-4-piperidinyl)phenyl]Isoindoline-1-thione benzyl-N-[(1S)-1-cyano-2-[(3S)-2-oxo-3-piperidyl]ethyl]carbamate